2-((2S)-2-methyltetrahydro-2H-pyran-4-yl)quinoline-6-carbaldehyde C[C@@H]1OCCC(C1)C1=NC2=CC=C(C=C2C=C1)C=O